N-(9-methoxynonyl)propanamide COCCCCCCCCCNC(CC)=O